O[C@H]1C[C@@H](N(C[C@@H]1C)C1=CC(N(C=2C=CC(=NC12)C#N)C)=O)C 8-((2S,4S,5S)-4-hydroxy-2,5-dimethylpiperidin-1-yl)-5-methyl-6-oxo-5,6-dihydro-1,5-naphthyridine-2-carbonitrile